CC1=NC=CC(=C1)C=1OC=C(N1)C(=O)NC=1C=C2C(=NC1N1CCCC1)N=C(S2)N2CCOCC2 2-(2-methylpyridin-4-yl)-N-(2-morpholino-5-(pyrrolidin-1-yl)thiazolo[4,5-b]pyridin-6-yl)oxazole-4-carboxamide